Br.Br Hydrogen bromide-HBr